C1(CC1)CC=1C(=NNC1)NC(=O)C1=CC(=NC=C1F)C N-[4-(cyclopropylmethyl)-1H-pyrazol-3-yl]-5-fluoro-2-methylpyridine-4-carboxamide